OC1=C(C(=CC(=C1)C(F)(F)F)C)C1=CC=C(N=N1)N1C[C@@H](OCC1)CNC(C)=O N-[[(2S)-4-[6-[2-hydroxy-6-methyl-4-(trifluoromethyl)phenyl]pyridazin-3-yl]morpholin-2-yl]methyl]acetamide